4-[1-(2-aminoethyl)-2-oxopyridin-4-yl]-3-(2-methyl-6-morpholin-4-ylpyridin-4-yl)oxybenzonitrile NCCN1C(C=C(C=C1)C1=C(C=C(C#N)C=C1)OC1=CC(=NC(=C1)N1CCOCC1)C)=O